N-[4-(2-hydroxyethyl)phenyl]-4-(1H-indol-3-yl)butanamide OCCC1=CC=C(C=C1)NC(CCCC1=CNC2=CC=CC=C12)=O